N[C@@H](C(=O)OCC1=CC=CC=C1)C(CCNC(=O)OC(C)(C)C)(C)C (R)-benzyl 2-Amino-5-((tert-butoxycarbonyl)amino)-3,3-dimethylpentanoate